(S)-1-((2-(difluoromethyl)-6-(6-fluoro-1H-pyrrolo[3,2-b]pyridin-7-yl)pyridin-3-yl)oxy)-2,4-dimethylpentan-2-amine FC(C1=NC(=CC=C1OC[C@](CC(C)C)(N)C)C1=C2C(=NC=C1F)C=CN2)F